2-[[4-[[3-(trifluoromethyl)phenyl]methyl]pyrazolo[1,5-a]pyridine-3-carbonyl]amino]spiro[3.3]heptane-6-carboxylic acid FC(C=1C=C(C=CC1)CC=1C=2N(C=CC1)N=CC2C(=O)NC2CC1(C2)CC(C1)C(=O)O)(F)F